tert-butyl 4-[6-(1-methyl-1H-pyrazol-4-yl)pyrazolo[1,5-a]pyridine-3-yl]-5-thioxo-1,4-diazepane-1-carboxylate CN1N=CC(=C1)C=1C=CC=2N(C1)N=CC2N2CCN(CCC2=S)C(=O)OC(C)(C)C